tri(4-hydroxyphenyl)Propane OC1=CC=C(C=C1)C(CC)(C1=CC=C(C=C1)O)C1=CC=C(C=C1)O